3-(3-(2-chloropyrimidin-4-yl)-1H-pyrrol-1-yl)-3-(cyanomethyl)azetidine-1-carboxylic acid Butyl ester C(CCC)OC(=O)N1CC(C1)(CC#N)N1C=C(C=C1)C1=NC(=NC=C1)Cl